5-[2-(2-{[(4-fluorophenyl)(methyl)oxo-λ6-sulfanylidene]amino}phenyl)ethynyl]pyridine-2-carboxylic acid FC1=CC=C(C=C1)S(=O)(C)=NC1=C(C=CC=C1)C#CC=1C=CC(=NC1)C(=O)O